ClC=1C=CC(=C(C1)C1=CC(=CN=N1)NC1=CC=NC2=CC(=CC=C12)OCCN1CN(CC1)C)F N-[6-(5-Chloro-2-Fluorophenyl)Pyridazin-4-yl]-7-[2-(3-Methylimidazolidin-1-yl)Ethoxy]Quinolin-4-Amin